COC(=O)C1=NC2=C3C(=C4C(=C2N=C1)C=CC=C4)C=CC=C3 2-Dibenzo[f,h]quinoxalinecarboxylic acid methyl ester